O1C(OCC1)CC(C(=O)[O-])(C(\C=C\COCC1=CC=CC=C1)C)OCC1=CC=CC=C1 (E)-2-((1,3-dioxolan-2-yl)methyl)-2,6-bis(benzyloxy)-3-methylhex-4-enoate